CNC(C1=C(C=CC=C1)SC1=CC=C2C(=NN(C2=C1)C1OCCC1)\C=C\C1=NC=CC=C1)=O N-methyl-2-((3-((E)-2-(2-pyridinyl)vinyl)-1-(tetrahydrofurane-2-yl)-1H-indazol-6-yl)thio)benzamide